diethyl 1-benzyl-4-(3-chlorophenyl)-6-methyl-9-oxo-8-phenyl-1,7,8-triazaspiro[4.4]non-2,6-diene-2,3-dicarboxylate C(C1=CC=CC=C1)N1C(=C(C(C12C(=NN(C2=O)C2=CC=CC=C2)C)C2=CC(=CC=C2)Cl)C(=O)OCC)C(=O)OCC